rac-4-((3aR,4R,4aR,9bS,9cR)-9b-hydroxy-9-methoxy-2-oxo-4-phenyl-2,3,3a,4,9b,9c-hexahydro-4aH-oxazolo[4'',5'':4',5']cyclopenta[1',2':4,5]furo[2,3-c]pyridin-4a-yl)benzonitrile O[C@@]12[C@@](OC=3C=NC=C(C31)OC)([C@@H]([C@@H]3[C@H]2OC(N3)=O)C3=CC=CC=C3)C3=CC=C(C#N)C=C3 |r|